(R)-4-((8S,9S,10R,13R,14S,17R)-3,3-difluoro-10,13-dimethyl-2,3,4,7,8,9,10,11,12,13,14,15,16,17-tetradecahydro-1H-cyclopenta[a]phenanthren-17-yl)-N,N-dimethylpentanamide FC1(CC[C@@]2([C@H]3CC[C@@]4([C@H](CC[C@H]4[C@@H]3CC=C2C1)[C@@H](CCC(=O)N(C)C)C)C)C)F